The molecule is a carbamate ester that is 5-nitroimidazole in which the hydrogens at positions 1 and 2 are replaced by methyl and (carbamoyloxy)methyl groups, respectively. An antiprotozoal agent, it is used in veterinary medicine for the treatment of histomoniasis and swine dysentery. It has a role as an antiprotozoal drug and an antiparasitic agent. It is a member of imidazoles, a carbamate ester and a C-nitro compound. CN1C(=CN=C1COC(=O)N)[N+](=O)[O-]